tert-Butyl 5-(4,4,5,5-tetramethyl-1,3,2-dioxaborolan-2-yl)-3,3a,6,6a-tetrahydrocyclopenta[c]pyrrole-2(1H)-carboxylate CC1(OB(OC1(C)C)C1=CC2C(CN(C2)C(=O)OC(C)(C)C)C1)C